CN(C(CCN1C(C(=CC=C1C(F)(F)F)C(=O)[O-])=O)(C)C)C.[Li+] lithium (1+) 1-[3-(dimethylamino)-3-methylbutyl]-2-oxo-6-(trifluoromethyl)-1,2-dihydropyridine-3-carboxylate